Cl.FC(C1=CC=C(C=C1)NC(=N)NC(=N)N)(F)F 1-[4-(Trifluoromethyl)phenyl]biguanide hydrochloride